C(C)(=O)[O-].C(CCCCCCCCCC)[NH+]1C(CCCC1)C 1-undecyl-2-methylpiperidinium acetate